COCCN1N=CC=C1 (E)-1-(2-methoxyethyl)-1H-pyrazole